O-methoxyethyl phosphorothioate P(OCCOC)([O-])([O-])=S